FC([C@H](C)NC1=C(C(=O)NC=2C=NC(=C(C2)C=2C=NC3=CC(=NC=C3C2)NC)C)C=CC=N1)F (S)-2-((1,1-difluoropropan-2-yl)amino)-N-(6-methyl-5-(7-(methylamino)-1,6-naphthyridin-3-yl)pyridin-3-yl)nicotinamide